2,4,6-tris(4-ETHYNYLPHENYL)-1,3,5-triazine C(#C)C1=CC=C(C=C1)C1=NC(=NC(=N1)C1=CC=C(C=C1)C#C)C1=CC=C(C=C1)C#C